benzyl 4-((4-((4-(2-(tert-butyl)-4-(3-(2,6-difluorophenylsulfonamido)-2-fluorophenyl)thiazol-5-yl)pyrimidin-2-yl)amino)piperidin-1-yl)sulfonyl)piperazine-1-carboxylate C(C)(C)(C)C=1SC(=C(N1)C1=C(C(=CC=C1)NS(=O)(=O)C1=C(C=CC=C1F)F)F)C1=NC(=NC=C1)NC1CCN(CC1)S(=O)(=O)N1CCN(CC1)C(=O)OCC1=CC=CC=C1